C(=O)(OC(C)(C)C)N1[C@@H](CCC1)C=O N-Boc-L-prolinal